O,O-diethyl O-(4-nitrophenyl) phosphate P(=O)(OCC)(OCC)OC1=CC=C(C=C1)[N+](=O)[O-]